4-(5-(3-amino-5-(5-(1-Methyl-1H-pyrazol-4-yl)pyrimidin-2-yloxy)phenyl)pentyloxy)-N-(5-bromo-2-chloropyrimidin-4-yl)-1-(methyl-Sulfo)indole-7-amine trifluoroacetate FC(C(=O)O)(F)F.NC=1C=C(C=C(C1)OC1=NC=C(C=N1)C=1C=NN(C1)C)CCCCCOC1=C2C=CN(C2=C(C=C1)NC1=NC(=NC=C1Br)Cl)S(=O)(=O)OC